tert-Butyl N-[(1S)-2-[4-[1-(benzenesulfonyl)pyrrolo[2,3-b]pyridin-4-yl]anilino]-1-[(4-hydroxyphenyl)methyl]-2-oxo-ethyl]carbamate C1(=CC=CC=C1)S(=O)(=O)N1C=CC=2C1=NC=CC2C2=CC=C(NC([C@H](CC1=CC=C(C=C1)O)NC(OC(C)(C)C)=O)=O)C=C2